ClC1=CC=C(CN(C([O-])=O)C2=CC=C(C=C2)CNC(C2=CN=C(C=C2)C(F)F)=O)C=C1 4-chlorobenzyl-(4-((6-(difluoromethyl)nicotin amido)methyl)phenyl)carbamate